COC(C1CCN(CC1)C1=C2C(N(C(C2=CC=C1)=O)C1C(NC(CC1)=O)=O)=O)OC 4-[4-(dimethoxymethyl)-1-piperidinyl]-2-(2,6-dioxo-3-piperidinyl)isoindoline-1,3-dione